3-(N-(benzo[d][1,3]dioxol-5-yl)sulfamoyl)-N-(4-(trifluoromethoxy)phenyl)benzamide O1COC2=C1C=CC(=C2)NS(=O)(=O)C=2C=C(C(=O)NC1=CC=C(C=C1)OC(F)(F)F)C=CC2